butyl 2-(2-isopropylphenyl)-4-(2-methoxyethyl)-3-oxopiperazine-1-carboxylate C(C)(C)C1=C(C=CC=C1)C1N(CCN(C1=O)CCOC)C(=O)OCCCC